tert-butyl ((3R,6S)-6-(5-(3-cis-(trifluoromethoxy)cyclobutyl)-1,3,4-oxadiazol-2-yl)tetrahydro-2H-pyran-3-yl)carbamate FC(OC1(CCC1)C1=NN=C(O1)[C@@H]1CC[C@H](CO1)NC(OC(C)(C)C)=O)(F)F